Ethyl 2-(7-(2'-fluoro-2-methyl-[1,1'-biphenyl]-3-yl)-1,3,4,5-tetrahydro-2H-benzo[c]azepin-2-yl)acetate FC1=C(C=CC=C1)C1=C(C(=CC=C1)C1=CC2=C(CN(CCC2)CC(=O)OCC)C=C1)C